[1-[(1-aminocyclopropyl)methyl]-6-bromo-indol-3-yl]-(6-chlorochroman-3-yl)methanone NC1(CC1)CN1C=C(C2=CC=C(C=C12)Br)C(=O)C1COC2=CC=C(C=C2C1)Cl